C(C)(C)(C)C=1SC2=C(N1)C(CC1(CCN(CC1)C(=O)C1=CC=C3C=CC(=NC3=C1)NCC)C2)=O 2-(tert-butyl)-1'-(2-(ethylamino)quinoline-7-carbonyl)-5H-spiro[benzo[d]thiazole-6,4'-piperidin]-4(7H)-one